(tert-Butoxycarbonyl)-1-cyclopropyl-2-oxo-1,2-dihydropyridine-4-carboxylic acid C(C)(C)(C)OC(=O)C=1C(N(C=CC1C(=O)O)C1CC1)=O